BrC1=C(C=CC=C1F)CCN 2-(2-bromo-3-fluorophenyl)ethan-1-amine